C(C1=CC=CC=C1)(C1=CC=CC=C1)(C1=CC=CC=C1)S(=O)(=O)N(F)F trityl-bisfluorosulfonamide